N=1C=C(N2N=CC=CC21)NC(=O)C2=CC1=CN(N=C1C=C2OC)C2CCC1(CNC1)CC2 N-(imidazo[1,2-b]pyridazin-3-yl)-6-methoxy-2-(2-azaspiro[3.5]nonan-7-yl)-2H-indazole-5-carboxamide